FC1=C(C=C(C#N)C=C1)[C@H]1NOCC1 4-fluoro-3-[(3S)-isoxazolidin-3-yl]benzonitrile